[2-(1,1-dimethyl-prop-2-ynyl)-2'-fluoro-5'-methoxy-biphenyl-4-yl]-methanol CC(C#C)(C)C1=C(C=CC(=C1)CO)C1=C(C=CC(=C1)OC)F